1-acetyl-3-((5-(tert-butyl)-1H-imidazol-4-yl)methylene)piperazine-2,5-dione C(C)(=O)N1C(C(NC(C1)=O)=CC=1N=CNC1C(C)(C)C)=O